ClC=1C(N(N=CC1C1(CNC1)O)CC1=NC(=NO1)CCC1=CC=C(C=C1)Cl)=O 4-chloro-2-((3-(4-chlorophenethyl)-1,2,4-oxadiazol-5-yl)methyl)-5-(3-hydroxyazetidin-3-yl)pyridazin-3(2H)-one